CC1=NN=C2N1N=CC1=C2CCNC1 3-Methyl-7,8,9,10-tetrahydropyrido[4,3-d][1,2,4]triazolo[4,3-b]pyridazine